2-(4-methylthiazol-2-yl)morpholine CC=1N=C(SC1)C1CNCCO1